n-heptyl-1H-benzo[D]imidazole-2-carboxamide C(CCCCCC)N1C(=NC2=C1C=CC=C2)C(=O)N